C(#C)C=1C=CC(=C2C=C(C=C(C12)C=1C(=C2C(=C(N=C(C2=CN1)N1CC2CCC(C1)N2C(=O)OC(C)(C)C)C)C)F)OCOC)F tert-butyl 3-[6-[8-ethynyl-5-fluoro-3-(methoxymethoxy)-1-naphthyl]-5-fluoro-3,4-dimethyl-2,7-naphthyridin-1-yl]-3,8-diazabicyclo[3.2.1]octane-8-carboxylate